1-METHYLIMIDAZOLE-2-CARBOXYLIC ACID HYDRATE O.CN1C(=NC=C1)C(=O)O